CS(=O)=NC1=CC=C(C=C1)C1=NOC(=N1)C(F)(F)F (methyl)((4-(5-(trifluoromethyl)-1,2,4-oxadiazol-3-yl)phenyl)imino)-λ6-sulfanone